C1(CC1)C1=CC=C(C=N1)C=1C=NC=2CCN(CC2C1)C=1C(=C(C=2N(N1)C(C=C(N2)C)=O)C)C 7-(3-(6-cyclopropylpyridin-3-yl)-7,8-dihydro-1,6-naphthyridin-6(5H)-yl)-2,8,9-trimethyl-4H-pyrimido[1,2-b]pyridazin-4-one